C(C=C)(=O)OCCCCCCCCCCC[NH+]1CCCC1 1-(11-(acryloyloxy)undecyl)pyrrolidinium